C(C)(C)C1=C(C(=CC=C1)C(C)C)[N] 2,6-diisopropyl-phenyl-nitrogen